(S)-1-(4,5-dimethyl-1H-pyrrole-2-carbonyl)-N-(3,4,5-trifluorophenyl)pyrrolidine-3-carboxamide CC=1C=C(NC1C)C(=O)N1C[C@H](CC1)C(=O)NC1=CC(=C(C(=C1)F)F)F